CN1C(=CC=2C(=NC(=CC21)C2=CC=C(CN1[C@H]3CN([C@@H](C1)CC3)C(C(C)(C)C)O)C=C2)C)C2=CC=C(C=C2)S(=O)(=O)C ((1R,4R)-5-(4-(1,4-dimethyl-2-(4-(methylsulfonyl)phenyl)-1H-pyrrolo[3,2-c]pyridin-6-yl)benzyl)-2,5-diazabicyclo[2.2.2]oct-2-yl)-2,2-dimethylpropan-1-ol